(Trimethylol)propane C(O)C(CC)(CO)CO